5-chloro-N-(5-chloro-6-(2H-1,2,3-triazol-2-yl)pyridin-3-yl)-2'-(cyclopropylamino)-2,4'-Difluoro-[1,1'-biphenyl]-4-carboxamide ClC=1C(=CC(=C(C1)C1=C(C=C(C=C1)F)NC1CC1)F)C(=O)NC=1C=NC(=C(C1)Cl)N1N=CC=N1